1-chroman-5-yl-N-(2-pyridylmethyl)methanamine O1CCCC2=C(C=CC=C12)CNCC1=NC=CC=C1